8-[1-(Ethylsulfonyl)-6-fluoro-1H-indol-4-yl]-7-methoxy-1,4,4-trimethyl-9-(trifluoromethyl)-5H-[1,2,4]triazolo[4,3-a]quinoxaline C(C)S(=O)(=O)N1C=CC2=C(C=C(C=C12)F)C1=C(C=C2NC(C=3N(C2=C1C(F)(F)F)C(=NN3)C)(C)C)OC